1-(3-((4-hydroxyphenyl)thio)azetidin-1-yl)ethan-1-one OC1=CC=C(C=C1)SC1CN(C1)C(C)=O